COC1=C(C(=CC=C1)OC)C(C(C)C)(O)C1=CC=CC=C1 1-(2,6-dimethoxyphenyl)-2-methyl-1-phenyl-1-propanol